C1=CC=CC2=C1SC1=C2SC2=C1C=CC=C2 [1]benzothieno[3,2-b][1]Benzothiophene